5-(2-cyclopropyl-1-(2-fluorophenyl)-2-oxoethyl)-4,5,6,7-tetrahydrothieno[3,2-c]pyridin-2-yl (2-methoxyphenyl) succinate hydrochloride Cl.C(CCC(=O)OC1=C(C=CC=C1)OC)(=O)OC1=CC=2CN(CCC2S1)C(C(=O)C1CC1)C1=C(C=CC=C1)F